(1-(3,3-Difluorocyclobutyl)-5-hydroxy-2-isopropyl-1H-indol-3-yl)benzoic acid FC1(CC(C1)N1C(=C(C2=CC(=CC=C12)O)C1=C(C(=O)O)C=CC=C1)C(C)C)F